OC=1C=C(C=CC1O)C1(C2(N(CC1)C)C(NC1=CC=CC=C12)=O)C(C1=CC(=CC=C1)C(F)(F)F)=O (3,4-dihydroxyphenyl)-1'-methyl-3'-(3-(trifluoromethyl)benzoyl)spiro[indoline-3,2'-pyrrolidin]-2-one